C(C)(C)(C)NC(CN1CCN(CC1)CC(=O)NCC1=NN(C(=C1)CC(C)C)C1=CC=CC=C1)=O 2-[4-[2-(tert-butylamino)-2-oxo-ethyl]piperazin-1-yl]-N-[(5-isobutyl-1-phenyl-pyrazol-3-yl)methyl]acetamide